Tert-butyl (R)-4-(6-((4-cyano-2-fluorobenzyl) oxy) pyridin-2-yl)-3-methylpiperazine-1-carboxylate C(#N)C1=CC(=C(COC2=CC=CC(=N2)N2[C@@H](CN(CC2)C(=O)OC(C)(C)C)C)C=C1)F